methyl 2-(2-oxo-3,4'-bipiperidin-1'-yl)-6-azaspiro[3.4]octane-6-carboxylate O=C1NCCCC1C1CCN(CC1)C1CC2(C1)CN(CC2)C(=O)OC